4-[1-[(3R)-2,6-dioxo-3-piperidinyl]-3,4-dihydro-2H-quinolin-5-yl]piperazine-1-carboxylic acid tert-butyl ester C(C)(C)(C)OC(=O)N1CCN(CC1)C1=C2CCCN(C2=CC=C1)[C@H]1C(NC(CC1)=O)=O